tert-butyl 1-((5-(1-hydroxyethyl)pyridin-2-yl)methyl)-2-methyl-2-(pyrimidin-2-yl)hydrazinecarboxylate OC(C)C=1C=CC(=NC1)CN(N(C1=NC=CC=N1)C)C(=O)OC(C)(C)C